(1R,3R)-3-[4-[(2,4-dimethoxyphenyl)methylamino]-7-iodo-3-[4-[[4-(trifluoromethyl)-2-pyridyl]carbamoyl]phenyl]pyrazolo[4,3-c]pyridin-1-yl]cyclohexanecarboxylic acid COC1=C(C=CC(=C1)OC)CNC1=NC=C(C2=C1C(=NN2[C@H]2C[C@@H](CCC2)C(=O)O)C2=CC=C(C=C2)C(NC2=NC=CC(=C2)C(F)(F)F)=O)I